(R/S)-N-(4-(4-((1-(hydroxymethyl)cyclobutyl)amino)-5-oxido-6,7-dihydrothieno[3,2-d]pyrimidin-2-yl)phenyl)acetamide OCC1(CCC1)NC=1C2=C(N=C(N1)C1=CC=C(C=C1)NC(C)=O)CC[S@]2=O |r|